2-fluoro-N-(6-(4-fluoro-2-(hydroxymethyl)-6-methylphenyl)imidazo[1,2-a]pyridin-2-yl)cyclopropane-1-carboxamide FC1C(C1)C(=O)NC=1N=C2N(C=C(C=C2)C2=C(C=C(C=C2C)F)CO)C1